2-[(4-Aminobenzyl){3-[3-(decyloxy)phenyl]propanoyl}amino]ethyl dihydrogen phosphate ammonium salt [NH4+].P(=O)(OCCN(C(CCC1=CC(=CC=C1)OCCCCCCCCCC)=O)CC1=CC=C(C=C1)N)(O)O